OC1=C(C=CC=C1)C=1NC=CN1 2-(hydroxyphenyl)-imidazole